pentanoic acid 6-bromohexyl ester BrCCCCCCOC(CCCC)=O